C1(CC1)C=1C=CC2=C(C(=NN(C2=O)CC(=O)NC2CC3(COC3)C2)C(C)C)N1 (2-cyclopropyl-8-isopropyl-5-oxo-pyrido[2,3-d]pyridazin-6-yl)-N-(2-oxaspiro[3.3]hept-6-yl)acetamide